CC=1C=2OCCCNCCOC3=CN=CC(C4=NNC(C1)=C4C2)=C3 16-methyl-7,14-dioxa-4,10,19,20-tetraazatetracyclo[13.5.2.12,6.018,21]tricosa-1(20),2(23),3,5,15(22),16,18(21)-heptaene